O=C1C=CC(=NN1C1=NC=CC=C1)C(=O)O 6-oxo-1-(2-pyridinyl)pyridazine-3-carboxylic acid